(Z)-4-amino-N'-(9H-indeno[1,2-b][1,2,5]oxadiazolo[3,4-e]pyrazin-9-ylidene)-1,2,5-oxadiazole-3-carbohydrazide NC=1C(=NON1)C(=O)N\N=C/1\C=2C=CC=CC2C2=NC=3C(N=C21)=NON3